(4-bromonaphthalene-1-yl)methyl-1H-indole BrC1=CC=C(C2=CC=CC=C12)CN1C=CC2=CC=CC=C12